7-(2-((3aS,4R,6aR)-4-(4-Amino-7H-pyrrolo[2,3-d]pyrimidin-7-yl)-2,2,6a-trimethyl-3a,6a-dihydro-4H-cyclopenta[d][1,3]dioxol-6-yl)ethyl)-3-chloro-5-fluoroquinolin-2-amine NC=1C2=C(N=CN1)N(C=C2)[C@@H]2C=C([C@]1(OC(O[C@H]12)(C)C)C)CCC1=CC(=C2C=C(C(=NC2=C1)N)Cl)F